FC1=C(CSC2=NN=C3N2C(=CC(N3)=O)C)C=C(C=C1)F 3-[(2,5-difluorobenzyl)sulfanyl]-5-methyl-[1,2,4]triazolo[4,3-a]pyrimidin-7(8H)-one